Fmocpropargylamine C(=O)(OCC1C2=CC=CC=C2C2=CC=CC=C12)NCC#C